ClC=1C=CC(=C(C1)C=1C(NC=C(C1)OC)=O)N1N=NC(=C1)Cl 3-(5-chloro-2-(4-chloro-1H-1,2,3-triazol-1-yl)phenyl)-5-methoxy-2-oxopyridin